(1R,3R)-3-((1-((6-chloropyridin-3-yl)amino)isoquinolin-6-yl)oxy)cyclobutan-1-ol ClC1=CC=C(C=N1)NC1=NC=CC2=CC(=CC=C12)OC1CC(C1)O